1-(4-(4-(5-(2-chloro-6-fluorophenyl)-4,5-dihydroisoxazol-3-yl)thiazol-2-yl)piperidin-1-yl)-2-((6-(trifluoromethyl)pyrazin-2-yl)oxy)ethan-1-one ClC1=C(C(=CC=C1)F)C1CC(=NO1)C=1N=C(SC1)C1CCN(CC1)C(COC1=NC(=CN=C1)C(F)(F)F)=O